3,8-diphenylpyrene C1(=CC=CC=C1)C=1C=CC2=CC=C3C(=CC=C4C=CC1C2=C43)C4=CC=CC=C4